CNC(=O)C1=CC2=C(N(C(=N2)NC=2SC3=C(N2)C=CC(=C3)OC(F)(F)F)CCOC)C=C1 1-(2-Methoxy-ethyl)-2-(6-trifluoromethoxy-benzothiazol-2-ylamino)-1H-benzoimidazole-5-carboxylic acid methylamide